3,3-dimethyl-2,3-dihydrofuro[3,2-b]pyridin-5-amine CC1(COC=2C1=NC(=CC2)N)C